BrC(=C)C[C@@H](CCCO)OC(C1=CC=CC=C1)=O (R)-benzoic acid 2-bromo-7-hydroxyhept-1-en-4-yl ester